C(=O)(OCC1=CC=CC=C1)N[C@@H]([C@@H](C)CC)C(=O)O N-Cbz-L-isoleucine